C(CCC)N(C(OC(C)(C)C)=O)C[C@@H](C=1C=NC(=NC1)NC(C(C)C)=O)O tert-Butyl (R)-butyl(2-hydroxy-2-(2-isobutyramidopyrimidin-5-yl)ethyl)carbamate